CN1N=C(C(=C1)C(=O)NN)C 1,3-dimethyl-1H-pyrazole-4-carboxylic acid hydrazide